2-(1-(5-(trifluoromethyl)pyrimidin-2-yl)piperidin-4-yl)propionamide FC(C=1C=NC(=NC1)N1CCC(CC1)C(C(=O)N)C)(F)F